3-propylidene-2-benzofuran C(CC)=C1OCC2=C1C=CC=C2